ethyl (3S)-3-(2-(5-(2-(azetidin-1-yl)ethyl)-2-oxo-4-(trifluoromethyl)pyridin-1(2H)-yl)-4-methylpentanamido)-3-(3',4-difluoro-2',5,6'-trimethyl-[1,1'-biphenyl]-3-yl)propanoate N1(CCC1)CCC=1C(=CC(N(C1)C(C(=O)N[C@@H](CC(=O)OCC)C=1C=C(C=C(C1F)C)C1=C(C(=CC=C1C)F)C)CC(C)C)=O)C(F)(F)F